ethyl 3-((4-butoxyphenyl)sulfonyl)-4-(4-hydroxy-[1,4'-bipiperidin]-1'-yl)quinoline-6-carboxylate C(CCC)OC1=CC=C(C=C1)S(=O)(=O)C=1C=NC2=CC=C(C=C2C1N1CCC(CC1)N1CCC(CC1)O)C(=O)OCC